N-(1,9-dimethyl-9H-fluoren-2-yl)-9,9-dimethyl-9H-fluoren-2-amine CC1=C(C=CC=2C3=CC=CC=C3C(C12)C)NC1=CC=2C(C3=CC=CC=C3C2C=C1)(C)C